[C@H]1([C@@H](O)[C@@H](O)[C@H](O)[C@H](O1)CO)OCCNC(CN([C@@H](C(=O)NCCC(=O)OCC1=CC=CC=C1)CCN(CC(NCCO[C@@H]1[C@@H](O)[C@@H](O)[C@H](O)[C@H](O1)CO)=O)CC(NCCO[C@@H]1[C@@H](O)[C@@H](O)[C@H](O)[C@H](O1)CO)=O)CC(NCCO[C@@H]1[C@@H](O)[C@@H](O)[C@H](O)[C@H](O1)CO)=O)=O Benzyl (2R)-3-(2,4-bis{bis[2-({2-[(α-D-mannopyranosyl)oxy]ethyl}amino)-2-oxoethyl]amino}butanamido)propanoate